OC1=CC=C(C=C2C(N(C(S2)=NN=C2C(NC3=CC=C(C=C23)Br)=O)C2=CC=C(C=C2)Cl)=O)C=C1 3-(2-(5-(4-hydroxybenzylidene)-3-(4-chlorophenyl)-4-oxothiazolidine-2-ylidene)hydrazono)-5-bromoindol-2-one